FC1=CC=C(C=C1)C(N1[C@@H](CN(CC1)C1=C(C(N(C=2C=CC(=NC12)C#N)C)=O)Cl)CC)C1=CC=C(C=C1)F (R)-8-(4-(bis(4-fluorophenyl)methyl)-3-ethylpiperazin-1-yl)-7-chloro-5-methyl-6-oxo-5,6-dihydro-1,5-naphthyridine-2-carbonitrile